5,10,15,20-tetrakis(4-aminophenyl)porphyrin nickel [Ni].NC1=CC=C(C=C1)C=1C2=CC=C(N2)C(=C2C=CC(C(=C3C=CC(=C(C=4C=CC1N4)C4=CC=C(C=C4)N)N3)C3=CC=C(C=C3)N)=N2)C2=CC=C(C=C2)N